FC=1C=C(C=C(C1)F)C1=NOC(C1)(C(=O)N[C@@H]1CO[C@@H](C1)C(=O)N1CCCC1)C=C 3-(3,5-difluorophenyl)-N-[cis-5-(pyrrolidine-1-carbonyl)tetrahydrofuran-3-yl]-5-vinyl-4H-isoxazole-5-carboxamide